C(N)(OCC=1N(C2=CC=C(C=C2C1C=NOC)F)C1CCN(CC1)C1CCC(CC1)=C(C)C)=O (5-fluoro-3-((methoxyimino) methyl)-1-(1-(4-(propan-2-ylidene)cyclohexyl) piperidin-4-yl)-1H-indol-2-yl)methyl carbamate